(2S,3R)-N-((S)-3-(Cyclopent-1-en-1-yl)-1-((R)-2-methyl-oxiran-2-yl)-1-oxo-propan-2-yl)-3-hydroxy-3-(4-methoxy-phenyl)-2-((S)-2-(2-morpholino-acetamido)propanamido)-propenamide C1(=CCCC1)C[C@@H](C(=O)[C@@]1(OC1)C)NC(C(=C(C1=CC=C(C=C1)OC)O)NC([C@H](C)NC(CN1CCOCC1)=O)=O)=O